2-Chloro-N-[4-[(E)-3-[4-[2-hydroxyethyl(methyl)amino]phenyl]prop-2-enoyl]phenyl]-6-methoxypyridine-4-carboxamide ClC1=NC(=CC(=C1)C(=O)NC1=CC=C(C=C1)C(\C=C\C1=CC=C(C=C1)N(C)CCO)=O)OC